C/C/1=C\\C[C@H]([C@]([C@H]([C@@H]2[C@@H]([C@@H](C/C(=C/CC1)/C)OC(=O)C)C(=C)C(=O)O2)O)(C)O)OC(=O)C The molecule is a cembrane diterpenoid with cytotoxic activity isolated from the soft coral Lobophytum michaelae. It has a role as an antineoplastic agent and a coral metabolite. It is a gamma-lactone, an acetate ester, a secondary alcohol, a cembrane diterpenoid, a macrocycle and a tertiary alcohol.